5-(imidazo[1,2-a]pyrimidin-6-yl)-N-(1-methyl-1H-pyrazol-4-yl)pyrrolo[2,1-f][1,2,4]triazin-2-amine N=1C=CN2C1N=CC(=C2)C=2C=CN1N=C(N=CC12)NC=1C=NN(C1)C